[NH4+].[N+](=O)([O-])[O-].[N+](=O)([O-])[O-].[NH4+] dinitrate ammonium salt